C[C@]12CCC3=C4CCC(=O)C=C4CC[C@H]3[C@@H]1CC[C@]2(CC#N)O The molecule is a steroid hormone that is 17beta-hydroxy-3-oxoestra-4,9-diene substituted at position 17 by a cyanomethyl group. Used as an oral contraceptive. It has a role as a synthetic oral contraceptive, a progesterone receptor agonist and a progestin. It is a 17beta-hydroxy steroid, a 3-oxo-Delta(4) steroid, a steroid hormone and an aliphatic nitrile. It derives from a hydride of an estrane.